NC1=C(C=C(C=N1)C=1C=C2N(N1)CCC21CN(CC1)C(=O)NC1(COC1)C)C(F)(F)F 2'-[6-amino-5-(trifluoromethyl)pyridin-3-yl]-N-(3-methyloxetan-3-yl)-5',6'-dihydrospiro[pyrrolidine-3,4'-pyrrolo[1,2-b]pyrazole]-1-carboxamide